6-((2-aminoethyl)amino)-2-ethyl-1H-benzo[de]isoquinoline-1,3(2H)-dione NCCNC=1C=CC=2C(N(C(C3=CC=CC1C23)=O)CC)=O